(1S,3S,5S)-N-(2-(4-carbamimidoylthiophen-2-yl)ethyl)-5-methyl-2-((4-phenoxybenzoyl)-glycyl)-2-azabicyclo[3.1.0]hexane-3-carboxamide C(N)(=N)C=1C=C(SC1)CCNC(=O)[C@H]1N([C@H]2C[C@]2(C1)C)C(CNC(C1=CC=C(C=C1)OC1=CC=CC=C1)=O)=O